3-((2S)-2-hydroxy-3-(8-(phenylsulfonyl)-1-oxa-8-azaspiro[4.5]decan-3-ylamino)propoxy)-N-methylbenzenesulfonamide O[C@H](COC=1C=C(C=CC1)S(=O)(=O)NC)CNC1COC2(C1)CCN(CC2)S(=O)(=O)C2=CC=CC=C2